N-(4'-azido-3',5'-difluorobenzoyl)-D-galactosamine N(=[N+]=[N-])C1=C(C=C(C(=O)N[C@H]2C(O)O[C@@H]([C@@H]([C@@H]2O)O)CO)C=C1F)F